FC(C=1C=C(C=C(C1)C(F)(F)F)[Si](OCC)(C)C)(F)F 3,5-bis(trifluoromethyl)phenyldimethylethoxysilane